5-(3-methylpiperazin-1-yl)-2,3-dihydro-1,4-benzodioxine CC1CN(CCN1)C1=CC=CC=2OCCOC21